4-[[4-(6-nitro-3-pyridyl)-3,6-dihydro-2H-pyridin-1-yl]methyl]cyclohexanone [N+](=O)([O-])C1=CC=C(C=N1)C=1CCN(CC1)CC1CCC(CC1)=O